5-[(2,2-difluoro-1,3-benzodioxol-5-yl)methylene]-2,4-thiazolidinedione FC1(OC2=C(O1)C=CC(=C2)C=C2C(NC(S2)=O)=O)F